OCCN(CCCCCCCC(=O)OC(CCCCCCCC)CCCCCCCC)CCCCCOC(=O)OCC#CCCCCCC heptadecan-9-yl 8-((2-hydroxyethyl)(5-(((non-2-yn-1-yloxy)carbonyl)oxy)pentyl)amino)octanoate